ethyl 3-{1-[5-(benzyloxy)pentyl]-4-methyl-1H-benzotriazol-5-yl}-3-[3-(1-hydroxyethyl)-4-methoxyphenyl]propanoate C(C1=CC=CC=C1)OCCCCCN1N=NC2=C1C=CC(=C2C)C(CC(=O)OCC)C2=CC(=C(C=C2)OC)C(C)O